5-fluoro-6-(7-fluoro-1H-indol-6-yl)pyridine-2-carboxylic acid FC=1C=CC(=NC1C1=CC=C2C=CNC2=C1F)C(=O)O